3'-O-dicyanovinyl-thymidine triphosphate P(O)(=O)(OP(=O)(O)OP(=O)(O)O)OC[C@@H]1[C@H](C[C@@H](O1)N1C(=O)NC(=O)C(C)=C1)OC=C(C#N)C#N